4-cyano-N-(2,2-dimethoxyethyl)-3-fluorobenzamide C(#N)C1=C(C=C(C(=O)NCC(OC)OC)C=C1)F